C(C)(C)(C)OC(=O)N[C@H](C(=O)N1CC2(CC2)C[C@H]1C(=O)OCC1=CC=CC=C1)C(C)(C)C benzyl (S)-5-((S)-2-((t-butoxycarbonyl)amino)-3,3-dimethylbutanoyl)-5-azaspiro[2.4]heptane-6-carboxylate